N-(4-hydroxy-3-(pyrrolidine-1-carbonyl)phenyl)-4-(1H-pyrrolo[2,3-b]pyridin-5-yl)benzo[b]thiophene-2-carboxamide OC1=C(C=C(C=C1)NC(=O)C1=CC2=C(S1)C=CC=C2C=2C=C1C(=NC2)NC=C1)C(=O)N1CCCC1